C(C)(C)C=1OC(=CN1)CN1N=CC(=C1)CN (1-((2-isopropyloxazol-5-yl)methyl)-1H-pyrazol-4-yl)methylamine